ClC1=C(OC=2C=C3C4=C(NC3=CC2)C(NCC4(C)C)C(=O)O)C(=CC(=C1)[N+](=O)[O-])Cl 6-(2,6-Dichloro-4-nitrophenoxy)-4,4-dimethyl-2,3,4,9-tetrahydro-1H-pyrido[3,4-b]indole-1-carboxylic acid